ClC1=C(C=CC2=C1C(=N[C@H](C=1N2C(=CN1)C)C)C1=C(C=CC=C1F)F)C(F)(F)F (4S)-7-chloro-6-(2,6-difluorophenyl)-1,4-dimethyl-8-(trifluoromethyl)-4H-imidazo[1,2-a][1,4]benzodiazepine